ClC1=C(O[C@@H](C(=O)O)C)C=CC=C1 |r| (±)-2-(2-chlorophenoxy)propionic acid